N-(2-(4-((3,5-difluoro-4-(trifluoromethoxy)benzyl)amino)butoxy)ethyl)-6-(5-methyl-1H-pyrazol-4-yl)-1H-indazol-4-amine FC=1C=C(CNCCCCOCCNC=2C=3C=NNC3C=C(C2)C=2C=NNC2C)C=C(C1OC(F)(F)F)F